N1(CCCCC1)C1=CC=C(C2=CC=CC=C12)O 4-piperidinyl-naphthol